6,6-bis(decyloxy)hexanoic acid C(CCCCCCCCC)OC(CCCCC(=O)O)OCCCCCCCCCC